(E)-Tert-butylcinnamyl carbonate C(OC(\C=C\C1=CC=CC=C1)C(C)(C)C)([O-])=O